7-fluoro-5-[8-fluoro-6-(piperidin-4-yl)quinoxalin-2-yl]-2-methylindazol-6-ol FC1=C(C(=CC2=CN(N=C12)C)C1=NC2=C(C=C(C=C2N=C1)C1CCNCC1)F)O